4-(1-(3-aminopropyl)-5-((4-((4-(2-(2,6-dioxopiperidin-3-yl)-1,3-dioxoisoindolin-5-yl)piperazin-1-yl)methyl)piperidin-1-yl)methyl)-1H-indol-3-yl)benzonitrile NCCCN1C=C(C2=CC(=CC=C12)CN1CCC(CC1)CN1CCN(CC1)C=1C=C2C(N(C(C2=CC1)=O)C1C(NC(CC1)=O)=O)=O)C1=CC=C(C#N)C=C1